N-[(3S)-2-oxo-5-phenyl-1,3-dihydro-1,4-benzodiazepin-3-yl]-2-(1-propan-2-ylpyrazol-4-yl)pyrazolo[1,5-a]pyrimidine-3-carboxamide O=C1NC2=C(C(=N[C@@H]1NC(=O)C=1C(=NN3C1N=CC=C3)C=3C=NN(C3)C(C)C)C3=CC=CC=C3)C=CC=C2